ethyl 2-(2-((5-(3-(aminomethyl)-5-(pyridin-3-ylmethoxy)phenyl)-1-isopropyl-1H-indazol-3-yl)methoxy)phenyl)acetate NCC=1C=C(C=C(C1)OCC=1C=NC=CC1)C=1C=C2C(=NN(C2=CC1)C(C)C)COC1=C(C=CC=C1)CC(=O)OCC